FCCCCCCCCC(CCCCCCCC)OC(CCCCCCCN(CCCCCCCC(=O)OCCCCCCCCC(C)C)CCO)=O.NC(CNC(CN1C(CC(C1)O)=O)=O)=O N-(2-amino-2-oxo-ethyl)-2-(4-hydroxy-2-oxo-tetrahydropyrrole-1-yl)acetamide 1-fluoroheptadecan-9-yl-8-((2-hydroxyethyl)(8-((9-methyldecyl)oxy)-8-oxooctyl)amino)octanoate